N-(2-(diphenylphosphino)benzyl)-2-(6-((diphenylphosphino)methyl)pyridin-2-yl)ethan-1-amine C1(=CC=CC=C1)P(C1=C(CNCCC2=NC(=CC=C2)CP(C2=CC=CC=C2)C2=CC=CC=C2)C=CC=C1)C1=CC=CC=C1